NC1=C(C(=O)O)C=C(C=N1)C=1SC=CC1 2-amino-5-(thien-2-yl)nicotinic acid